C1=CC=C(C(=C1)C(=O)N)N AMINOBENZAMIDE